methyl 9-(3-hydroxyphenyl)-6,7-dihydro-5H-benzo[7]annulene-3-carboxylate OC=1C=C(C=CC1)C1=CCCCC2=C1C=CC(=C2)C(=O)OC